(S)-2-(4-(methylcarbamoyl)phenyl)-N-(1-methylpiperidin-3-yl)benzo[d]imidazo[2,1-b]thiazole-7-carboxamide CNC(=O)C1=CC=C(C=C1)C=1N=C2SC3=C(N2C1)C=CC(=C3)C(=O)N[C@@H]3CN(CCC3)C